(2-CYANOETHYL)PHOSPHONIUM C(#N)CC[PH3+]